1-methylcyclopentyltris(tert-butoxy)tin CC1(CCCC1)[Sn](OC(C)(C)C)(OC(C)(C)C)OC(C)(C)C